C(C)C(CCCC)(CCCC)CC diethylnonane